CC1(OB(OC1(C)C)C1=C2C=CNC(C2=CC=C1)=O)C 5-(4,4,5,5-tetramethyl-1,3,2-dioxaborolan-2-yl)isoquinolin-1(2H)-one